[Br-].C(CCC)[P+](CC1OCCO1)(CCCC)CCCC tributyl-(1,3-dioxolan-2-ylmethyl)-phosphonium bromide